methyl-butyl-bis(dimethylamino)silane 5,6-dihydro-2H-pyridine-1-carboxylate N1(CC=CCC1)C(=O)O.C[Si](N(C)C)(N(C)C)CCCC